C(C)(C)(C)C1=CC(=C(C=C1)C=1C=C2CCN(C(C2=CC1)=O)C=1C=CC(=C(C1)NS(=O)(=O)C)O)C1CCOCC1 N-(5-(6-(4-(tert-butyl)-2-(tetrahydro-2H-pyran-4-yl)phenyl)-1-oxo-3,4-dihydroisoquinolin-2(1H)-yl)-2-hydroxyphenyl)methanesulfonamide